rac-1-(tert-butyl) 3-ethyl (3S,4S)-4-(2-chloro-6-fluorophenyl)pyrrolidine-1,3-dicarboxylate ClC1=C(C(=CC=C1)F)[C@@H]1[C@@H](CN(C1)C(=O)OC(C)(C)C)C(=O)OCC |r|